2-[(5,5-dimethyl-3-(4-sulfophenyl)imino-cyclohexen-1-yl)amino]acetic acid CC1(CC(C=C(C1)NCC(=O)O)=NC1=CC=C(C=C1)S(=O)(=O)O)C